hexamethylenebis-amine NCCCCCCN